O1CCN(CC1)C1=NN2C(NC3=C(C2=O)C2(CCN(CC2)C(=O)OC(C)(C)C)CC3)=N1 tert-butyl 2-morpholino-8-oxo-4,5,6,8-tetrahydrospiro[cyclopenta[d][1,2,4]triazolo[1,5-a]pyrimidine-7,4'-piperidine]-1'-carboxylate